(S)-2-((4-((1-(4-fluorophenyl)-2-hydroxyethyl)amino)-5-(3-(quinuclidin-4-yl)-1,2,4-oxadiazol-5-yl)pyridin-2-yl)amino)-7,7-dimethyl-6,7-dihydro-5H-pyrrolo[3,4-b]pyridin-5-one FC1=CC=C(C=C1)[C@@H](CO)NC1=CC(=NC=C1C1=NC(=NO1)C12CCN(CC1)CC2)NC2=CC=C1C(=N2)C(NC1=O)(C)C